COC=1C=C(CN2CN(C3=CC=C(C=C3C2)C(C)(O)C)C2CCOCC2)C=CC1OC 3-(3,4-dimethoxybenzyl)-6-(1-hydroxyl-methylethyl)-1-(tetrahydro-2H-pyran-4-yl)quinazoline